C(#N)C1=CC(=C(COC2=CC=CC(=N2)N2C3CN(CC2C3)CC3=NC2=C(N3C[C@H]3OCC3)C=C(C=C2)C(=O)O)C=C1)F 2-((6-(6-((4-cyano-2-fluorobenzyl)oxy)pyridin-2-yl)-3,6-diazabicyclo[3.1.1]heptan-3-yl)methyl)-1-(((S)-oxetan-2-yl)methyl)-1H-benzo[d]imidazole-6-carboxylic acid